(±)-3-(4-amino-2-((methylsulfinyl)methyl)phenyl)piperidine-1-carboxylic acid tert-butyl ester C(C)(C)(C)OC(=O)N1CC(CCC1)C1=C(C=C(C=C1)N)CS(=O)C